7-(tert-butyl) 1-ethyl (R,E)-6-((tert-butoxycarbonyl)amino)hept-2-enedioate C(C)(C)(C)OC(=O)N[C@H](CC/C=C/C(=O)OCC)C(=O)OC(C)(C)C